C(#N)N=C(NC1=CC=C(C=C1)C#N)NCCCN1C=NC(=C1)C 2-Cyano(4-cyanophenyl)-3-(3-(4-methyl-1H-imidazol-1-yl)propyl)guanidin